ClC1=C(C=CC(=C1)F)C(=O)N1CC2CCC(C1)N2C2=C(C(=CC(=C2)S(=O)(=O)N2CCC(CC2)C2=CC=CC=C2)OCOC)C (2-Chloro-4-fluoro-phenyl)-[8-[3-(methoxymethoxy)-2-methyl-5-[(4-phenyl-1-piperidinyl)sulfonyl]phenyl]-3,8-diazabicyclo[3.2.1]oct-3-yl]methanone